4-[2-chloro-3-(4,4,5,5-tetramethyl-1,3,2-dioxaborolan-2-yl)phenyl]-2-fluoro-6-methoxy-benzaldehyde ClC1=C(C=CC=C1B1OC(C(O1)(C)C)(C)C)C1=CC(=C(C=O)C(=C1)OC)F